2-(hydroxymethyl)-4,4-dimethyl-pyrrolidine-1-carboxylic acid tert-butyl ester C(C)(C)(C)OC(=O)N1C(CC(C1)(C)C)CO